C1(CCCCC1)C=1C(=C(C=CC1)C1=C(C=C(C=C1C(C)C)C(C)C)C(C)C)C1CCCCC1 dicyclohexyl-(2',4',6'-triisopropylbiphenyl)